(S)-N-(2-(3,4-dimethylpiperazin-1-yl)-4-fluoro-5-(2-(4-methylpiperazin-1-yl)pyrimidin-5-yl)phenyl)-4-fluoro-2-(trifluoromethyl)benzamide C[C@H]1CN(CCN1C)C1=C(C=C(C(=C1)F)C=1C=NC(=NC1)N1CCN(CC1)C)NC(C1=C(C=C(C=C1)F)C(F)(F)F)=O